OC(C)(C)C1=CC=2C(C=3N=C(N=CC3C2C=C1)C(F)(F)F)=O 7-(2-hydroxypropan-2-yl)-2-(trifluoromethyl)-9H-indeno[2,1-d]pyrimidin-9-one